C(C)OC(C(C(C(=O)OCC)C(C)C)(C)C(C)C)=O 2,3-diisopropyl-2-methyl-succinic acid diethyl ester